3-((2-amino-7-(1H-pyrazol-5-yl)quinolin-4-yl)amino)propionic acid NC1=NC2=CC(=CC=C2C(=C1)NCCC(=O)O)C1=CC=NN1